C(C)(C)(C)C1=CC(=NC=C1)C1=NC=C(C=C1F)[C@H](C)NC1=NC=CC2=C1CN(C2=O)CC (S)-4-((1-(4'-(tert-butyl)-3-fluoro-[2,2'-bipyridin]-5-yl)ethyl)amino)-2-ethyl-2,3-dihydro-1H-pyrrolo[3,4-c]pyridin-1-one